(3R,4S)-1-(3-chloro-2-fluorobenzyl)-4-((3-fluoro-6-((5-methyl-1H-pyrazol-3-yl)amino)pyridin-2-yl)methyl)-3-methylpiperidine ClC=1C(=C(CN2C[C@@H]([C@@H](CC2)CC2=NC(=CC=C2F)NC2=NNC(=C2)C)C)C=CC1)F